1-(3-Chlorophenyl)-8-(4-chlorophenyl)-3-methyl-1,3-dihydro-2H-imidazo[4,5-c]quinolin-2-imine ClC=1C=C(C=CC1)N1C(N(C=2C=NC=3C=CC(=CC3C21)C2=CC=C(C=C2)Cl)C)=N